COC=1C=C(C=C(C1OC)OC)C(C#C)(O)C1=CC(=C(C=C1)OC)OC 1-(3,4,5-trimethoxyphenyl)-1-(3,4-dimethoxyphenyl)prop-2-yn-1-ol